C(C)OC1=C(C=C(C=C1)S(=O)(=O)N1CC(C1)N1CC(C1)O)C=1NC(C2=C(N1)C(=NN2C)CCC)=O 5-(2-ethoxy-5-((3-hydroxy-[1,3'-biazetidin]-1'-yl)sulfonyl)phenyl)-1-methyl-3-propyl-1,6-dihydro-7H-pyrazolo[4,3-d]pyrimidin-7-one